ClC=1C(NC(NC1CN1C(CCC1)=O)=O)=O 5-chloro-6-{(2-oxopyrrolidin-1-yl)methyl}pyrimidine-2,4(1H,3H)-dione